ClC1=CC=C(CCN2C3=C(OC(C2=O)(C)C)C=CC(=C3)C(=O)NO)C=C1 4-(4-chlorophenethyl)-N-hydroxy-2,2-dimethyl-3-oxo-3,4-dihydro-2H-benzo[b][1,4]oxazine-6-carboxamide